O[Mn](O)O trihydroxymanganese